2-((4,4-difluorocyclohexyl)oxy)-6-((2-((S)-2,2-dimethylcyclopropane-1-carbonyl)-6-(1-(4-fluorobenzyl)-1H-pyrazole-4-carbonyl)-2,6-diazaspiro[3.4]octan-8-yl)methoxy)benzoic acid FC1(CCC(CC1)OC1=C(C(=O)O)C(=CC=C1)OCC1CN(CC12CN(C2)C(=O)[C@@H]2C(C2)(C)C)C(=O)C=2C=NN(C2)CC2=CC=C(C=C2)F)F